O1CC(C1)OCC=1N=NN(C1)C1=CC=C(CNC(C(=C)C)=O)C=C1 N-(4-(4-((oxetan-3-yloxy)methyl)-1H-1,2,3-triazol-1-yl)benzyl)methacrylamide